5-bromo-3-methyl-quinoline BrC1=C2C=C(C=NC2=CC=C1)C